ClC1=C(C(=O)NCC(=O)N[C@@H](CC(C)C)B2OC([C@](O2)(CC(=O)NC)CC(=O)O)=O)C=C(C=C1)Cl 2-((S)-2-((R)-1-(2-(2,5-dichlorobenzamido)acetamido)-3-methylbutyl)-4-(2-(methylamino)-2-oxoethyl)-5-oxo-1,3,2-dioxaborolan-4-yl)acetic acid